NC/C(/CN1N=CN(C1=O)CCC1=CC=C(S1)C=1C=C2CCC(N(C2=CC1)C)=O)=C\F 6-[5-(2-{1-[(2E)-2-(aminomethyl)-3-fluoroprop-2-en-1-yl]-5-oxo-1,5-dihydro-4H-1,2,4-triazol-4-yl}ethyl)thiophen-2-yl]-1-methyl-3,4-dihydro-quinolin-2(1H)-one